Cl.Cl.FC=1C=C(C=CC1C(=O)N1CC=2CNCC2C1)S(=O)(=O)N 3-fluoro-4-(1,2,3,4,5,6-hexahydropyrrolo[3,4-c]pyrrole-2-carbonyl)benzenesulfonamide dihydrochloride